5-amino-2-chloro-4-(2-hydroxycyclobutoxy)benzonitrile NC=1C(=CC(=C(C#N)C1)Cl)OC1C(CC1)O